C(C1=CC=CC=C1)OC1=C(C(=O)O)C=CC=C1OC (benzyloxy)-3-methoxybenzoic acid